N[C@H](C(=O)O)CC1=CC=C(C=C1)C1=CC=C(C=C1)C(NCCN)=O (S)-2-amino-3-(4'-((2-aminoethyl)carbamoyl)-[1,1'-biphenyl]-4-yl)propanoic acid